i-undecyl methacrylate C(C(=C)C)(=O)OCCCCCCCCC(C)C